C(#N)C1=NC=C(C=N1)C=1C=C2C(=NC1)N(N=C2C(=O)C=2C(=C(C(=CC2)F)NS(=O)(=O)CCC)F)C2OCCCC2 N-[3-[5-(2-cyanopyrimidin-5-yl)-1-(oxan-2-yl)pyrazolo[3,4-b]pyridine-3-carbonyl]-2,6-difluorophenyl]-propane-1-sulfonamide